AMINOETHOXYVINYL-GLYCINE HYDROCHLORIDE Cl.NCCOC=CNCC(=O)O